C(CCCCCCCCCCCCC\C=C/CCCCCCCC)(=O)O.[C] carbon nervonic acid